OC1=C(C=C(C=C1OC)C=CC(CC(C=CC1=CC(=C(C(=C1)OC)O)OC)=O)=O)OC 1,7-Bis(4-hydroxy-3,5-dimethoxyphenyl)-1,6-heptadiene-3,5-dione